C(C)N(C(=O)NC(C(F)(F)F)CC(C(F)(F)F)C)[C@H](C)C1=CC(=CC=C1)C=1N=C(C=2N(C1)C=CN2)OC 1-ethyl-3-(1,1,1,5,5,5-hexafluoro-4-methylpentan-2-yl)-1-((R)-1-(3-(8-methoxyimidazo[1,2-a]pyrazin-6-yl)phenyl)ethyl)urea